ClC1=CC=C(C=C1)[C@H]1[C@@H](CC=C(C1)CCC=C(C)C)C(=O)C1=C(C=CC=C1O)O (trans-4'-chloro-5-(4-methylpent-3-en-1-yl)-1,2,3,6-tetrahydro-[1,1'-biphenyl]-2-yl)(2,6-dihydroxyphenyl)methanone